CS(=O)(=O)CC1=CC=C(C=C1)NC=1N=CC2=C(N1)C(N(CC2)C(=O)OC(C)(C)C)C tert-butyl 2-{[4-(methanesulfonylmethyl)phenyl]amino}-8-methyl-5H,6H,7H,8H-pyrido[3,4-d]pyrimidine-7-carboxylate